FC1(CN(CC[C@H]1NC1=NN2C(C(=N1)OC)=C(C=C2)C=2C=CC1=C(N(C(=N1)C)CC(F)F)C2)CCOC)F (R)-N-(3,3-difluoro-1-(2-methoxyethyl)piperidin-4-yl)-5-(1-(2,2-difluoroethyl)-2-methyl-1H-benzo[d]imidazol-6-yl)-4-methoxypyrrolo[2,1-f][1,2,4]triazin-2-amine